Cl.FC(CN)(C(F)(F)F)F 2,2,3,3,3-pentafluoropropan-1-amine hydrochloride